O=C1N(CCC1)[C@H]1C(=NN(C1)C(=O)N[C@H](C)C=1C=NC(=CC1)OC(F)(F)F)C1=CC=C(C=C1)C (R)-4-(2-oxopyrrolidin-1-yl)-3-(4-methylphenyl)-N-((R)-1-(6-(trifluoromethoxy)pyridin-3-yl)ethyl)-4,5-dihydro-1H-pyrazole-1-carboxamide